heptadecan-9-yl 8-((2-hydroxy-6-(1H-pyrrole-3-carboxamido)hexyl)(6-oxo-6-(undecan-3-yloxy)hexyl)Amino)octanoate OC(CN(CCCCCCCC(=O)OC(CCCCCCCC)CCCCCCCC)CCCCCC(OC(CC)CCCCCCCC)=O)CCCCNC(=O)C1=CNC=C1